P(=S)([O-])([O-])[O-].[Ca+2].[Ca+2] di-calcium thiophosphate